ClC1=CC=C(N=N1)NCCC1=CC=C(C=C1)S(=O)(=O)N 4-(2-((6-Chloropyridazin-3-yl)amino)ethyl)benzenesulfonamide